CC=1OC(=CC1C(=O)N1CC(\C(\CC1)=C\C#CC=1C=C(C#N)C=C(C1)F)(C)C)C 3-[(3E)-3-{1-[(2,5-dimethylfuran-3-yl)carbonyl]-3,3-dimethylpiperidin-4-ylidene}prop-1-yn-1-yl]-5-fluorobenzonitrile